ClC1=C(C(=O)N(CCC2COC2)C2CC2)C=C(C=N1)C=1C=NN(C1)C1=C(C=C(C=C1Cl)C(C(F)(F)F)(C(F)(F)F)F)Cl 2-chloro-N-cyclopropyl-5-(1-(2,6-dichloro-4-(perfluoropropane-2-yl)phenyl)-1H-pyrazol-4-yl)-N-(2-(oxetan-3-yl)ethyl)nicotinamide